3,3'-dihydroxy-4,4'-biphenyldicarboxylic acid OC=1C=C(C=CC1C(=O)O)C1=CC(=C(C=C1)C(=O)O)O